ClC=1C=C2CCC[C@]3(C2=CC1)CN(C1=C(OC3)C=CC(=C1)C(=O)OC(C)(C)C)C[C@H]1[C@](CC1)(C)[C@H](CC=C)O (S)-TERT-BUTYL 6'-CHLORO-5-(((1R,2R)-2-((S)-1-HYDROXYBUT-3-EN-1-YL)-2-METHYL CYCLOBUTYL)METHYL)-3',4,4',5-TETRAHYDRO-2H,2'H-SPIRO[BENZO[B][1,4]OXAZEPINE-3,1'-NAPHTHALENE]-7-CARBOXYLATE